CN(C1=CC=C(N=N1)C=1C=C2C=CN=CC2=CC1O)C1CC(NC(C1)(C)C)(C)C 6-(6-(methyl(2,2,6,6-tetramethyl-piperidin-4-yl)amino)pyridazin-3-yl)isoquinolin-7-ol